2-bromo-5-methoxypyridine 1-oxide BrC1=[N+](C=C(C=C1)OC)[O-]